C(C1=CC=CC=C1)N1C(=NC=C1)C=1C=C(C=CC1)C=1OC(=NN1)C(F)F 2-[3-(1-benzyl-1H-imidazol-2-yl)phenyl]-5-(difluoromethyl)-1,3,4-oxadiazole